C1(=CC=C(C=C1)N(C1=CC=C(C=C1)C1=CC=C(C=C1)C1=CC=CC=C1)C1=CC=C(C=C1)C=1C(=CC=C(C1)C1=CC2=CC=CC=C2C=C1)C1=CC=CC=C1)C1=CC=CC=C1 biphenyl-4-yl-(5'-naphthalen-2-yl-[1,1':2',1'']terphenyl-4-yl)-([1,1':4',1'']terphenyl-4-yl)amine